C(C1=CC=CC=C1)OC(=O)N1CCC(CC1)CN1[C@@H](CNC[C@@H]1C)C 4-[[(2R,6S)-2,6-dimethylpiperazin-1-yl]methyl]piperidine-1-carboxylic acid benzyl ester